4-oxo-1,4-dihydroquinazoline O=C1N=CNC2=CC=CC=C12